ClC=1C=2C(N=C(N1)C)=NN(C2)C=2C(=NC(=NC2)OC)OC 4-chloro-2-(2,4-dimethoxypyrimidin-5-yl)-6-methyl-pyrazolo[3,4-d]pyrimidine